C(C)OC1=CC=C(C=C1)N1[C@H]2CC(N[C@@H](C1)CC2(C)C)=O (1R,5S)-6-(4-ethoxyphenyl)-9,9-dimethyl-2,6-diazabicyclo[3.2.2]nonan-3-one